C(C)OC(=C)C1=CC=C(C(=C1C#N)N1CCC(CC1)C1=NN=CN1C)C=1C=NC(=CC1)F 6-(1-ethoxyvinyl)-3-(6-fluoropyridin-3-yl)-2-[4-(4-methyl-1,2,4-triazol-3-yl)piperidin-1-yl]benzonitrile